C1(=CC=CC=C1)[Si](O[Al+2])(C1=CC=CC=C1)C1=CC=CC=C1 (triphenylsiloxy)aluminum (III)